2-ethynyl-7-fluoro-4H-pyrido[1,2-a]pyrimidin-4-one C(#C)C=1N=C2N(C(C1)=O)C=C(C=C2)F